NC=1C=NC2=CC=CC=C2C1N[C@@H](C)C1(CCCC1)O 1-[(1S)-1-[(3-amino-4-quinolinyl)amino]ethyl]cyclopentanol